lead sulfochromate S(=O)(=O)(O)[Cr](=O)(=O)([O-])[O-].[Pb+2]